4a,5a,9a,10a-tetrahydro-10H-phenothiazine C1=CC=CC2SC3C=CC=CC3NC12